11-{4-[2-(2-hydroxyethoxy)ethyl]-1-piperazinyl}dibenzo[b,f][1,4]thiazepine hemi-fumarate C(\C=C\C(=O)O)(=O)O.OCCOCCN1CCN(CC1)C1=NC2=C(SC3=C1C=CC=C3)C=CC=C2.OCCOCCN2CCN(CC2)C2=NC3=C(SC1=C2C=CC=C1)C=CC=C3